BrC1=CC=C(C=C1)CCC(C)=O 4-(4-bromophenyl)-2-butanone